CN(C)C1=CC=CC=C1 N-dimethylaniline